C(C)C1=C(C=CC=C1)C1=C(NC=2C1=NC=CC2)C2=C(C=NC=C2)OCCN(S(=O)(=O)C=C)C N-[2-({4-[3-(2-ethylphenyl)-1H-pyrrolo[3,2-b]pyridin-2-yl]pyridin-3-yl}oxy)ethyl]-N-methylethenesulfonamide